4-(pentafluoro-λ6-sulfanyl)-N-[trans-4-(4-{imidazo[1,2-a]pyridin-6-yl}benzenesulfonyl)cyclohexyl]aniline FS(C1=CC=C(N[C@@H]2CC[C@H](CC2)S(=O)(=O)C2=CC=C(C=C2)C=2C=CC=3N(C2)C=CN3)C=C1)(F)(F)(F)F